alpha-(2-nitro-benzyl)-proline [N+](=O)([O-])C1=C(C[C@@]2(NCCC2)C(=O)O)C=CC=C1